N-ethyl-N-(2-(2-fluoroethoxy)ethyl)-2,5-dimethylbenzothiazol-6-amine C(C)N(C1=CC2=C(N=C(S2)C)C=C1C)CCOCCF